OC(C)(C)C1=CC=C(S1)S(=O)(N)=NC(NC1=C2C(=NC(=C1C)C(C)C)CCC2)=O 5-(2-hydroxypropan-2-yl)-N'-((2-isopropyl-3-methyl-6,7-dihydro-5H-cyclopenta[b]pyridin-4-yl)carbamoyl)thiophene-2-sulfonimidamide